FC1=C(C=C(C=C1)F)[C@H]1N(CC[C@H](C1)N(C(C(F)(F)F)=O)C)C(=O)N1CC2(CCCC2)[C@@H](CC1)CN1CCC(=CC1=O)C1=CC=CC=C1 N-((2S,4R)-2-(2,5-Difluorophenyl)-1-((R)-10-((6-oxo-4-phenyl-3,6-dihydropyridin-1(2H)-yl)methyl)-7-azaspiro[4.5]decane-7-carbonyl)piperidin-4-yl)-2,2,2-trifluoro-N-methylacetamide